2-Ethyl-N-((1,2,3,5,6,7-hexahydro-s-indacen-4-yl)carbamoyl)-2-azaspiro[3.3]heptane-6-sulfonamide, potassium salt [K].C(C)N1CC2(C1)CC(C2)S(=O)(=O)NC(NC2=C1CCCC1=CC=1CCCC21)=O